O1CC/C(/C2=C1C(=C(C(=C2[2H])[2H])[2H])[2H])=N\O N-[(4E)-3,4-dihydro(5,6,7,8-2H4)-2H-1-benzopyran-4-ylidene]hydroxylamine